BrC1=C2C=NN(C2=CC(=C1CCCC=1OC=C(N1)[C@H]1CN(CCC1)C(=O)OC(C)(C)C)Cl)C1OCCCC1 tert-butyl (3R)-3-(2-(3-(4-bromo-6-chloro-1-(tetrahydro-2H-pyran-2-yl)-1H-indazol-5-yl)propyl)oxazol-4-yl)piperidine-1-carboxylate